CN1N=CC(=C1)C=1C=C(C=CC1)C=O [3-(1-methylpyrazol-4-yl)phenyl]methanone